8-Ethyl-5-[(3-methanesulfinylphenyl)methoxy]-2-(3-methyl-1-benzofuran-2-yl)quinoline C(C)C=1C=CC(=C2C=CC(=NC12)C=1OC2=C(C1C)C=CC=C2)OCC2=CC(=CC=C2)S(=O)C